C(C)(C)(C)OC(=O)N1CC(C1)NCC1=C(C=C(C=C1)C(F)(F)F)F 3-[[2-fluoro-4-(trifluoromethyl)phenyl]methyl-amino]azetidine-1-carboxylic acid tert-butyl ester